ClC=1C=C(C=CC1)[C@@H](C)NC1=NC(=NC2=CC=C(C=C12)C=1C=NNC1)C N-[(1R)-1-(3-chlorophenyl)ethyl]-2-methyl-6-(1H-pyrazol-4-yl)quinazolin-4-amine